3-[4-[1-[4-[4-[4-(aminomethyl)-3-methyl-phenyl]pyrrolo[2,1-f][1,2,4]triazin-6-yl]phenyl]-4-piperidyl]phenyl]piperidine-2,6-dione hydrochloride Cl.NCC1=C(C=C(C=C1)C1=NC=NN2C1=CC(=C2)C2=CC=C(C=C2)N2CCC(CC2)C2=CC=C(C=C2)C2C(NC(CC2)=O)=O)C